2-(2-bromo-5-(bromomethyl)phenyl)acetate BrC1=C(C=C(C=C1)CBr)CC(=O)[O-]